ClC1=CC=C(C(=N1)C=1C=NC(=CC1)C(=O)NC)NC(C)C=1C=C(C=C2C(N3CCCN4N=CC(C12)=C43)=O)C 6-chloro-N-methyl-3-((1-(8-methyl-6-oxo-4,5-dihydro-3H,6H-2,2a,5a-triazaaceanthrylen-10-yl)ethyl)amino)-[2,3'-bipyridine]-6'-carboxamide